ClC1=CC(=C(C=C1)C1=CC=C(C=C1)C1CCN(CC1)C(CC)=O)N1CC(CCC1)N1N=CC(=C1C(F)F)C(=O)OCC Ethyl 1-{1-[4-chloro-4'-(1-propanoylpiperidin-4-yl)[1,1'-biphenyl]-2-yl]piperidin-3-yl}-5-(difluoromethyl)-1H-pyrazole-4-carboxylate